Bis[3-(5-cyclohexyl-4-hydroxy-2-methylbenzyl)-4-hydroxy-5-methylphenyl]methane C1(CCCCC1)C=1C(=CC(=C(CC=2C=C(C=C(C2O)C)CC2=CC(=C(C(=C2)C)O)CC2=C(C=C(C(=C2)C2CCCCC2)O)C)C1)C)O